fluorofolic acid C1=CC(=CC=C1C(=O)N[C@@H](CC(C(=O)O)F)C(=O)O)NCC2=CN=C3C(=N2)C(=O)NC(=N3)N